C(N)(=O)C=1C=[N+](C=CC1)[C@@H]1O[C@@H]([C@H]([C@H]1O)O)CO 3-carbamoyl-1-((2R,3R,4S,5R)-3,4-dihydroxy-5-(hydroxymethyl)tetrahydrofuran-2-yl)pyridin-1-ium